CN(CCNS(=O)(=O)C1=CC(=CC=C1)OC[C@H](CNC1COC2(C1)CCN(CC2)S(=O)(=O)C2=CC1=CC=CC=C1C=C2)O)C N-(2-(dimethylamino)ethyl)-3-((2S)-2-hydroxy-3-(8-(naphthalen-2-ylsulfonyl)-1-oxa-8-azaspiro[4.5]decan-3-ylamino)propoxy)benzenesulfonamide